C(C=1C(N)=CC=CC1)(=O)[O-].[Al+3].C(C=1C(N)=CC=CC1)(=O)[O-].C(C=1C(N)=CC=CC1)(=O)[O-] aluminum anthranilate